(1S,2S,4'R,4a'S,7a'S,12b'S)-2-amino-3'-(cyclopropylmethyl)-1',2',3',4',5',6'-hexahydro-4a'H,7a'H-spiro[cyclobutane-1,7'-[4,12]methanobenzofuro[3,2-e]isoquinoline]-4a',9'-diol N[C@H]1CC[C@@]12[C@H]1[C@@]34CCN([C@@H]([C@@]3(CC2)O)CC2=CC=C(C(=C24)O1)O)CC1CC1